C(C)(=O)C1=CC(=C(COC2=CC=CC(=N2)C2CCN(CC2)CC2=NC3=C(N2C[C@H]2OCC2)C=C(C=C3)C(=O)OC)C=C1)OC(F)(F)F methyl (S)-2-((4-(6-((4-acetyl-2-(trifluoromethoxy)benzyl)oxy)pyridin-2-yl)piperidin-1-yl)methyl)-1-(oxetan-2-ylmethyl)-1H-benzo[d]imidazole-6-carboxylate